n-butylbis(1-adamantyl)phosphine methanesulfonate CS(=O)(=O)O.C(CCC)P(C12CC3CC(CC(C1)C3)C2)C23CC1CC(CC(C2)C1)C3